The molecule is a linear trisaccharide derivative that consists of 2-sulfated beta-D-glucuronic acid, 6-sulfated N-acetyl-alpha-D-glucosamine and beta-D-glucuronic acid units connected in sequence by (1->4)-linkages. An intermediate glycan involved in the degradation of heparan sulfate. It is a carbohydrate acid derivative, an oligosaccharide sulfate and an amino trisaccharide. CC(=O)N[C@@H]1[C@H]([C@@H]([C@H](O[C@@H]1O[C@H]2[C@@H]([C@H](C(O[C@@H]2C(=O)O)O)O)O)COS(=O)(=O)O)O[C@H]3[C@@H]([C@H]([C@@H]([C@H](O3)C(=O)O)O)O)OS(=O)(=O)O)O